FC(S(=O)C=1N=C2N(N1)C(CC2)C2=CC=CC=C2)(C2=CC=CC=C2)F 2-[difluoro(phenyl)methyl]sulfinyl-5-phenyl-6,7-dihydro-5H-pyrrolo[1,2-b][1,2,4]triazole